(4-Methyl-morpholin-2-yl)methanamine CN1CC(OCC1)CN